C1(CC1)C1(OCCC1)CN (2-cyclopropyltetrahydrofuran-2-yl)methanamine